N1(C(C(C1([2H])[2H])([2H])[2H])([2H])[2H])C1=CC=C2C3(CC=4C(=NOC4C2=C1)NS(=O)(=O)C1=C(C=CC=C1OC)OC)CC3 N-(8'-(azetidin-1-yl-d6)-4'H-spiro[cyclopropane-1,5'-naphtho[2,1-d]isoxazol]-3'-yl)-2,6-dimethoxybenzenesulfonamide